tert-butyl 5-bromo-6-fluoro-3-methyl-1H-indazole-1-carboxylate BrC=1C=C2C(=NN(C2=CC1F)C(=O)OC(C)(C)C)C